ClC=1C(=C(CC=2C=C3C(C(=CN(C3=CC2OC)[C@H](CO)C(C)C)C(=O)O)=O)C=CC1)F 6-(3-chloro-2-fluorobenzyl)-1-[(2S)-1-hydroxy-3-methylbutan-2-yl]-7-methoxy-4-oxo-1,4-dihydroquinoline-3-carboxylic acid